(1S,4S)-5-{6-cyclopropyl-7-[6-fluoro-5-methyl-1-(oxane-2-yl)-1H-indazol-4-yl]-8-hydroxy-2-[(oxan-4-yl)oxy]quinazolin-4-yl}-2,5-diazabicyclo[2.2.1]heptane C1(CC1)C=1C=C2C(=NC(=NC2=C(C1C1=C2C=NN(C2=CC(=C1C)F)C1OCCCC1)O)OC1CCOCC1)N1[C@@H]2CN[C@H](C1)C2